CC1C(=NOC1CO[Si](C)(C)C(C)(C)C)CNC(=O)OC(C)(C)C Methyl-3-(((tert-butoxycarbonyl)amino)methyl)-5-(((tert-butyldimethylsilyl)oxy)methyl)-4,5-dihydroisoxazole